cinnamoyl propionate (cinnamyl propionate) C(C=CC1=CC=CC=C1)C(C(=O)O)C.C(CC)(=O)OC(C=CC1=CC=CC=C1)=O